(2-(2-hydroxy-4-fluorophenyl)pyrazolo[1,5-a]pyrimidin-6-yl)(2-hydroxy-5-nitrophenyl)methanone tert-butyl-(1-(3-bromophenylsulfonimidoyl)-3-ethylpentan-3-yl)carbamate C(C)(C)(C)N(C(O)=O)C(CCS(=O)(=N)C1=CC(=CC=C1)Br)(CC)CC.OC1=C(C=CC(=C1)F)C1=NN2C(N=CC(=C2)C(=O)C2=C(C=CC(=C2)[N+](=O)[O-])O)=C1